C1(=CC=CC=C1)C1=CC=C(C=C1)CC(=O)Cl 4'-biphenylacetyl chloride